rac-(7S)-7-tert-butyl-N-[rac-(1R)-3-(4-hydroxy-1-piperidyl)-1-[4-(3-methyl-1H-pyrazol-4-yl)phenyl]propyl]-5,6,7,8-tetrahydrothiazolo[5,4-b]quinoline-2-carboxamide C(C)(C)(C)[C@@H]1CC=2C=C3C(=NC2CC1)SC(=N3)C(=O)N[C@H](CCN3CCC(CC3)O)C3=CC=C(C=C3)C=3C(=NNC3)C |r|